ethyl 4-(N-(cyclopropylmethyl) acetamido)-1-(tetrahydro-2H-pyran-2-yl)-1H-pyrazole-3-carboxylate C1(CC1)CN(C(C)=O)C=1C(=NN(C1)C1OCCCC1)C(=O)OCC